C(C)OC(C(C(=O)OCC)C1=NC=C(C=N1)Br)=O diethyl-(5-bromopyrimidin-2-yl)malonate